ClC=1C=C(C=CC1F)N1[C@H](CN(CC1)C(CCC(=O)C1=CC=NC=C1)=O)C 1-[(3S)-4-(3-chloro-4-fluoro-phenyl)-3-methyl-piperazin-1-yl]-4-(4-pyridyl)butane-1,4-dione